[Si](C)(C)(C(C)(C)C)OCC=1C=C(C=CC1C)[C@@H](CC(=O)OCC1=CC=CC=C1)C1=C(C2=C(N(N=N2)CC)C=C1)Cl (R)-benzyl 3-(3-(((tert-butyldimethylsilyl)oxy)methyl)-4-methylphenyl)-3-(4-chloro-1-ethyl-1H-benzo[d][1,2,3]triazol-5-yl)propanoate